N-[5-[4-[[(2S)-3,3-dimethylazetidin-2-yl]methoxy]-2-methyl-pyrazol-3-yl]pyrazolo[1,5-a]pyridin-2-yl]cyclopropanecarboxamide CC1([C@H](NC1)COC1=C(N(N=C1)C)C1=CC=2N(C=C1)N=C(C2)NC(=O)C2CC2)C